[Na].C(=O)(O)C(C(=O)O)NCCN dicarboxymethylethylenediamine monosodium